CSC1=C(C(C)=C(C(=C1)SC)N)N 3,5-di(methylthio)-2,6-toluenediamine